1-(5-fluoropyridine-3-carbonyl)-4-[phenyl(pyridin-3-yl)methyl]piperazine FC=1C=C(C=NC1)C(=O)N1CCN(CC1)C(C=1C=NC=CC1)C1=CC=CC=C1